ClC1=NN2C(N=CC3=C2C([C@@H](CN3C(=O)NC=3C=NC(=C(C3)Cl)N3N=CC=N3)OC)(C)C)=C1 (S)-2-chloro-N-(5-chloro-6-(2H-1,2,3-triazol-2-yl)pyridin-3-yl)-8-methoxy-9,9-dimethyl-8,9-dihydropyrazolo[1,5-a]pyrido[2,3-e]pyrimidine-6(7H)-carboxamide